ClC1=C(C(=CC=C1F)Cl)C(C)OC=1C(=NC=C(C1)C1=C(C=CC=C1OC)OC)N 3-[1-(2,6-dichloro-3-fluoro-phenyl)-ethoxy]-5-(2,6-dimethoxy-phenyl)-pyridin-2-ylamine